Cl.Cl.NC1=CC=C(C=C1)N1CCC(CC1)C(=O)N1CCOCC1 [1-(4-aminophenyl)piperidin-4-yl](morpholino)methanone dihydrochloride